BrC=1N=C(N2C1C(=NC=C2)N)C(C)C2=C(C(=C(C(=C2)Cl)C)C=2C=NC(=CC2)OC)OCC 1-bromo-3-(1-(5-chloro-2-ethoxy-3-(6-methoxypyridin-3-yl)-4-methylphenyl)ethyl)imidazo[1,5-a]pyrazin-8-amine